(R)-1-aminotetraline N[C@@H]1CCCC2=CC=CC=C12